(S)-N-(4-fluoro-3-(1-(furo[2,3-b]pyrazin-3-ylamino)ethyl)phenyl)-6-(trifluoromethyl)nicotinamide FC1=C(C=C(C=C1)NC(C1=CN=C(C=C1)C(F)(F)F)=O)[C@H](C)NC1=CN=C2C(=N1)OC=C2